CC(=CCCCCCCCO)C 9-methyldec-8-en-1-ol